OC1=CC=C2C(=CC(OC2=C1CNC(C(=O)O)CCC(C)(C)C)=O)C (((7-hydroxy-4-methyl-2-oxo-2H-chromen-8-yl)methyl)amino)-5,5-dimethylhexanoic acid